trans-6-[[4-[(3S)-3-pyrazin-2-ylisoxazolidine-2-carbonyl]cyclohexyl]methyl]isoindolin-1-one N1=C(C=NC=C1)[C@H]1N(OCC1)C(=O)[C@@H]1CC[C@H](CC1)CC1=CC=C2CNC(C2=C1)=O